hexafluorobenzene-13C FC1=C(C(=C(C(=[13C]1F)F)F)F)F